N-((6-(3-(difluoromethyl)-5,6-dihydro-[1,2,4]triazolo[4,3-a]pyrazin-7(8H)-yl)pyridin-3-yl)methyl)-2-methyl-1H-pyrrolo[2,3-b]pyridin-4-amine FC(C1=NN=C2N1CCN(C2)C2=CC=C(C=N2)CNC=2C1=C(N=CC2)NC(=C1)C)F